6-(2-chloro-2'-methyl-3'-((2-methylpyrido[3,2-d]pyrimidin-4-yl)amino)-[1,1'-biphenyl]-3-yl)-2-methylnicotinaldehyde ClC1=C(C=CC=C1C1=NC(=C(C=O)C=C1)C)C1=C(C(=CC=C1)NC=1C2=C(N=C(N1)C)C=CC=N2)C